5-methylfuran-2-carbonitrile CC1=CC=C(O1)C#N